CC1=C(C#N)C(=CC(=C1)C)C 2,4,6-trimethylbenzonitrile